2-(1-amino-1'-(6-amino-5-((2-amino-3-chloropyridin-4-yl)thio)pyrazin-2-yl)-1,3-dihydrospiro[indene-2,4'-piperidin]-6-yl)propan-2-ol NC1C2=CC(=CC=C2CC12CCN(CC2)C2=NC(=C(N=C2)SC2=C(C(=NC=C2)N)Cl)N)C(C)(C)O